N,N'-bis-[2-(pentanesulfonyloxy)phenyl]urea C(CCCC)S(=O)(=O)OC1=C(C=CC=C1)NC(=O)NC1=C(C=CC=C1)OS(=O)(=O)CCCCC